(1R,2S)-8-Chloro-1-hydroxy-1,2,3,4-tetrahydronaphthalin-2-yl-carbamat ClC=1C=CC=C2CC[C@@H]([C@@H](C12)O)NC([O-])=O